1-(5-methylcyclopent-1-en-1-yl)pyrrolidine CC1CCC=C1N1CCCC1